1-(5-hexylundecyl) 13-undecyl 7-azidotridecanedioate N(=[N+]=[N-])C(CCCCCC(=O)OCCCCC(CCCCCC)CCCCCC)CCCCCC(=O)OCCCCCCCCCCC